perfluorononeneoxybenzenesulfonic acid sodium [Na].FC=1C(=C(C(=C(C1F)F)F)S(=O)(=O)O)OC(=C(C(C(C(C(C(C(C(F)(F)F)(F)F)(F)F)(F)F)(F)F)(F)F)(F)F)F)F